CN1C(=CC2=C(C=CC(=C12)Cl)NC1=NC(=CC=C1)OC)C(=O)NS(=O)(=O)C1=CC=C(C=C1)OC 1-Methyl-4-((6-methoxypyridin-2-yl)amino)-7-chloro-N-(4-methoxybenzenesulfonyl)-indole-2-carboxamide